N-((1S,2R,4S)-4-(((S)-(3-chloro-2,6-difluorophenyl)(4-fluorobicyclo[2.2.1]heptan-1-yl)methyl)carbamoyl)-2-hydroxycyclopentyl)pyrimidine-5-carboxamide ClC=1C(=C(C(=CC1)F)[C@H](C12CCC(CC1)(C2)F)NC(=O)[C@@H]2C[C@H]([C@H](C2)NC(=O)C=2C=NC=NC2)O)F